methyl 2-(((3-butyl-3-ethyl-2-methyl-7-(methylthio)-1,1-dioxido-5-phenyl-2,3,4,5-tetrahydro-1,2,5-benzothiadiazepin-8-yl)methyl)thio)-2-methylpropanoate C(CCC)C1(N(S(C2=C(N(C1)C1=CC=CC=C1)C=C(C(=C2)CSC(C(=O)OC)(C)C)SC)(=O)=O)C)CC